2-(2,6-dioxopiperidin-3-yl)-5-(methyl((2S,3S)-3-(methylamino)bicyclo[2.2.1]hept-5-en-2-yl)amino)isoindoline-1,3-dione O=C1NC(CCC1N1C(C2=CC=C(C=C2C1=O)N([C@H]1C2C=CC([C@@H]1NC)C2)C)=O)=O